5-[4-[3-[4-(4-aminophenyl)piperazin-1-yl]pyrrolidin-1-yl]-1-piperidyl]-2-(2,6-dioxo-3-piperidyl)isoindoline-1,3-dione NC1=CC=C(C=C1)N1CCN(CC1)C1CN(CC1)C1CCN(CC1)C=1C=C2C(N(C(C2=CC1)=O)C1C(NC(CC1)=O)=O)=O